COC(OC)(OC)N1C(NC2C1=NC(N2)=O)=O trimethoxymethyl-tetrahydro-imidazo[4,5-d]imidazole-2,5-dione